N,N-dimethyl-octadecanamide CN(C(CCCCCCCCCCCCCCCCC)=O)C